BrC1=CC=C2C(=NC(N(C2=C1)C1=CC(=CC=C1)C=C)=O)NC1CC1 7-bromo-4-(cyclopropylamino)-1-(3-vinylphenyl)quinazolin-2(1H)-one